C(C1=CN=CC=C1)(=O)O.[Cl] chlorine nicotinic acid